(R)-3-(3-(difluoromethoxy)phenyl)-1-(5-fluoropyridin-2-yl)-N-(3-methyl-1,1-dioxidothietan-3-yl)-4,5,6,7-tetrahydro-1H-indazole-6-carboxamide FC(OC=1C=C(C=CC1)C1=NN(C=2C[C@@H](CCC12)C(=O)NC1(CS(C1)(=O)=O)C)C1=NC=C(C=C1)F)F